dibutoxytitanium bis(ethylacetoacetate) C(C)CC(CC(=O)[O-])=O.C(C)CC(CC(=O)[O-])=O.C(CCC)O[Ti+2]OCCCC